8-methyl-2-[(Oxacyclohexan-4-yl)methyl]-N-{[(2S)-Oxopentane-2-yl]methyl}-4,5-dihydro-2H-furo[2,3-g]indazole-7-carboxamide CC1=C(OC=2CCC3=CN(N=C3C21)CC2CCOCC2)C(=O)NC[C@@H](C)CCC=O